2-(3-ethyl-5-((1s,3s)-3-methoxy-1-(4-methyl-4H-1,2,4-triazol-3-yl)cyclobutyl)phenyl)-6-(((1-methylcyclobutyl)amino)methyl)-4-(trifluoromethyl)isoindolin-1-one C(C)C=1C=C(C=C(C1)C1(CC(C1)OC)C1=NN=CN1C)N1C(C2=CC(=CC(=C2C1)C(F)(F)F)CNC1(CCC1)C)=O